tert-butylaminoethyl methacrylate C(C(=C)C)(=O)OCCNC(C)(C)C